N-{1-[(2-chlorobenzyl)sulfonyl]piperidin-4-yl}sulfamide ClC1=C(CS(=O)(=O)N2CCC(CC2)NS(=O)(=O)N)C=CC=C1